(N-ethyl)anilinopropylmethyldimethoxysilane C(C)N(C1=CC=CC=C1)CCC[Si](OC)(OC)C